N-(hexadecanoyl)-hexadecasphinganine CCCCCCCCCCCCCCCC(=O)N[C@@H](CO)[C@@H](CCCCCCCCCCCCC)O